N-[5-ethylsulfonyl-6-[1-oxo-6-(trifluoromethyl)-3H-pyrrolo[3,4-c]pyridin-2-yl]-3-pyridinyl]-N-methyl-acetamide C(C)S(=O)(=O)C=1C=C(C=NC1N1CC=2C=NC(=CC2C1=O)C(F)(F)F)N(C(C)=O)C